(1E,4E)-2-methyl-1,5-diphenylpenta-1,4-dien-3-one C\C(=C/C1=CC=CC=C1)\C(\C=C\C1=CC=CC=C1)=O